(S)-7,7-difluoro-4-(1-methyl-1H-pyrazol-4-yl)-2-(2-methylazetidin-1-yl)-6,7-dihydro-5H-cyclopenta[d]pyrimidine FC1(CCC2=C1N=C(N=C2C=2C=NN(C2)C)N2[C@H](CC2)C)F